COC(C(OC)O)O dimethoxyEthylene glycol